BrC=1C=C(C(=NC1)C1=NN2C(C=C(C=C2)C(F)(F)F)=N1)S(=O)(=O)CC 2-(5-Bromo-3-ethylsulfonyl-2-pyridyl)-7-trifluoromethyl-[1,2,4]triazolo[1,5-a]pyridine